FC1=CC(=CC=2NC(=NC21)C2=NNC1=CC=C(C=C21)C=2C(=C(C=NC2)CNCC)C)F 5-[3-(4,6-Difluoro-1H-benzimidazol-2-yl)-1H-indazol-5-yl]-N-ethyl-4-methyl-3-pyridinemethanamine